5,7-dichloro-8-fluoro-2-(methylthio)pyrido[4,3-D]pyrimidin-4(3H)-one ClC1=NC(=C(C=2N=C(NC(C21)=O)SC)F)Cl